(S)-(4-(6,7-difluorobenzo[d]oxazol-2-yl)-6,7-dihydro-1H-imidazo[4,5-c]pyridin-5(4H)-yl)(1-(difluoromethyl)-1H-pyrazol-5-yl)methanone FC1=C(C2=C(N=C(O2)[C@H]2N(CCC3=C2N=CN3)C(=O)C3=CC=NN3C(F)F)C=C1)F